C1(=CC=C(C=C1)C1=C2C=CC(C(=C3C=CC(=C(C=4C=CC(=C(C5=CC=C1N5)C5=CC=C(C=C5)C)N4)C4=CC=C(C=C4)C)N3)C3=CC=C(C=C3)C)=N2)C.[Co+2] Cobalt (II) tetra-p-tolylporphyrin